FC(C1=CC=C(C=C1)C1(C(=O)N)CN=CC(=C1)C1=NOC=N1)(F)F 3-(4-(trifluoromethyl)phenyl)(5-(1,2,4-oxadiazolyl)nicotinamide)